C=CCCC 2-trans-pentene